S1N=C(C=C1)CC1=NN2C(C(=N1)N)=CC=C2 (isothiazol-3-ylmethyl)pyrrolo[2,1-f][1,2,4]triazin-4-amine